C1(CC1)CN(C(OC(C)(C)C)=O)[C@H]1CN(CCC1)C1=CC(N(C=C1)C(C)C=1C=NN(C1)C=1N=NC=C(C1)N(C)C)=O tert-butyl (cyclopropylmethyl)((3R)-1-(1-(1-(1-(5-(dimethylamino)pyridazin-3-yl)-1H-pyrazol-4-yl)ethyl)-2-oxo-1,2-dihydropyridin-4-yl)piperidin-3-yl)carbamate